6-(6-ethylpyridazin-3-yl)-4,6-dimethyl-5-oxo-5,6,7,8-tetrahydroquinolin C(C)C1=CC=C(N=N1)C1(C(C=2C(=CC=NC2CC1)C)=O)C